CN(C(OC1=CC=C2C(=C(C(OC2=C1)=O)CC1=C(C(=CC=C1)NS(NC)(=O)=O)Cl)CN(C)C)=O)C 4-((dimethylamino)methyl)-3-(2-chloro-3-((N-methylsulfamoyl)amino)benzyl)-2-oxo-2H-chromen-7-yl dimethylcarbamate